barium-cerium [Ce].[Ba]